3-Methyl-7-(1-(3-methylpyrazin-2-yl)piperidin-4-yl)-5-((3-(trifluoromethoxy)pyridin-2-yl)methyl)pyrido[2,3-b]pyrazin-6(5H)-one CC1=CN=C2C(=N1)N(C(C(=C2)C2CCN(CC2)C2=NC=CN=C2C)=O)CC2=NC=CC=C2OC(F)(F)F